C(C)(=O)O[C@@H]1[C@H](O[C@@H]([C@H]([C@H]1OC(C)=O)OC(C)=O)OC1=CC=C(C=C1)CCCCCCCC#C)CCP(=O)(OCC)OCC (2R,3R,4S,5S,6R)-2-(2-(diethoxyphosphoryl)ethyl)-6-(4-(non-8-yn-1-yl)phenoxy)tetrahydro-2H-pyran-3,4,5-triyl triacetate